1-methyl-2-[(1,2,2-trimethylbicyclo[3.1.0]hex-3-yl)methyl]cyclopropanemethanol CC1(C(C1)CC1C(C2(CC2C1)C)(C)C)CO